C(C)(C)(C)OC(=O)NC12CC(C1)(C2)C(=O)[O-] 3-[(tert-butoxycarbonyl)amino]bicyclo[1.1.1]pentane-1-carboxylate